ClC1=CC(=C(C=C1Cl)[N+](=O)[O-])OC(C)C 4,5-dichloro-2-isopropoxynitrobenzene